CN(C1CN(CC1)CC=1C=C(C=C(C1)C(F)(F)F)NC(C1=C(C=C(C=C1)C)F)=O)C N-(3-((3-(dimethylamino)pyrrolidin-1-yl)methyl)-5-(trifluoromethyl)phenyl)-2-fluoro-4-methylbenzamide